2,4-dimethoxyphenyl borate B(OC1=C(C=C(C=C1)OC)OC)([O-])[O-]